C(#N)C=1C(=CC(=NC1S)C=1C=NC(=NC1)NC(OC(C)(C)C)=O)C1=CC(=NN1C)N(C)C tert-butyl (5-(5-cyano-4-(3-(dimethylamino)-1-methyl-1H-pyrazol-5-yl)-6-mercaptopyridin-2-yl)pyrimidin-2-yl)carbamate